C12CCC(CC1)N2C(CC#N)=S 3-(7-aza-bicyclo[2.2.1]hept-7-yl)-3-thioxo-propionitrile